FC=1C=C2C(=CNC2=CC1)CCN(C(C)CC)CC#C N-(2-(5-fluoro-1H-indol-3-yl)ethyl)-N-(prop-2-yn-1-yl)butan-2-amine